O1C2=C(OCC1)C=C(C=C2)CN2CCC(CC2)C=2C=C1CN(C(C1=CC2)=O)C2C(NC(CC2)=O)=O 3-(5-(1-((2,3-dihydrobenzo[b][1,4]dioxin-6-yl)methyl)piperidin-4-yl)-1-oxoisoindolin-2-yl)piperidine-2,6-dione